Guanosine 5'-diphosphate P(O)(=O)(OP(=O)(O)O)OC[C@@H]1[C@H]([C@H]([C@@H](O1)N1C=NC=2C(=O)NC(N)=NC12)O)O